4-methoxy-2-(1-phenylimidazo[1,5-a]pyridin-3-yl)phenol COC1=CC(=C(C=C1)O)C1=NC(=C2N1C=CC=C2)C2=CC=CC=C2